CC1=CC=CC=2N1C=C(N2)C=2NC(NN2)=S 5-(5-methylimidazo[1,2-a]pyridin-2-yl)-2,4-dihydro-3H-1,2,4-triazole-3-thione